N-(5-(2-(azetidin-1-yl)-[1,2,4]triazolo[1,5-a]pyridin-7-yl)-8-(methylamino)-2,7-naphthyridin-3-yl)cyclopropanecarboxamide N1(CCC1)C1=NN2C(C=C(C=C2)C2=C3C=C(N=CC3=C(N=C2)NC)NC(=O)C2CC2)=N1